COC(=O)C1=CC(=NN1C)C1=NC=C(C=C1[N+](=O)[O-])Br 3-(5-bromo-3-nitropyridin-2-yl)-1-methyl-1H-pyrazole-5-carboxylic acid methyl ester